O=C1NC(CCC1N1C(C2=CC=C(C=C2C1=O)N1CCN(CC1)CC1CCNCC1)=O)=O (2,6-dioxopiperidin-3-yl)-5-{4-[(piperidin-4-yl)methyl]piperazin-1-yl}-2,3-dihydro-1H-isoindole-1,3-dione